6-((2R,4S)-2-(1-cyclopropyl-1H-pyrazol-4-yl)tetrahydro-2H-pyran-4-yl)-2,3-dimethyl-8-(2,4,5-trifluorophenyl)pyrido[3,4-d]pyrimidin-4(3H)-one C1(CC1)N1N=CC(=C1)[C@@H]1OCC[C@@H](C1)C1=CC2=C(N=C(N(C2=O)C)C)C(=N1)C1=C(C=C(C(=C1)F)F)F